fluoro-eugenol FC1=C(C(=CC(=C1)CC=C)OC)O